2-(3-ethylsulfonyl-6-fluoro-2-pyridyl)-3-methyl-6-(1,1,2,2,2-pentafluoroethyl)imidazo[4,5-b]pyridine C(C)S(=O)(=O)C=1C(=NC(=CC1)F)C1=NC=2C(=NC=C(C2)C(C(F)(F)F)(F)F)N1C